tri-1-propylammonium C(CC)[NH+](CCC)CCC